(R)-2-(2-chloro-5-isopropyl-8-oxothieno[2',3':4,5]pyrrolo[1,2-d][1,2,4]triazin-7(8H)-yl)-N-(1-methylpiperidin-3-yl)acetamide ClC1=CC2=C(C=C3N2C(=NN(C3=O)CC(=O)N[C@H]3CN(CCC3)C)C(C)C)S1